O1[C@@H](CC1)CNCC=1N=C2N(C(C1)=O)C=CC=C2 (((((S)-oxetan-2-yl)methyl)amino)methyl)-4H-pyrido[1,2-a]pyrimidin-4-one